BrC=1C=C(NC2(CCC3(CCC4=CC=C(C=C34)OCCOC)CC2)C(=O)OCCOC)C=CC1 2-methoxyethyl (1r,4s)-4-(3-bromoanilino)-6'-(2-methoxyethoxy)-2',3'-dihydrospiro[cyclohexane-1,1'-indene]-4-carboxylate